C(C)(C)OC1=NN(C=C1[N+](=O)[O-])C1CCC(CC1)=O 4-(3-isopropoxy-4-nitro-1H-pyrazol-1-yl)cyclohexane-1-one